pyrazoloyl-piperazinone N1N=C(C=C1)C(=O)N1C(CNCC1)=O